3,5,6-trimethyl-2-hydrazinopyrazine CC=1C(=NC(=C(N1)C)C)NN